FC1(C(C2=C(C(=C(C(=C2C(C1(F)F)(F)F)F)F)C(C1=C(C(=C(C(=C1F)F)F)F)F)(F)F)F)=O)C(C(C(C(F)(F)F)(F)F)(F)F)(F)F perfluorobutyl-7-benzyl-tetralone